C(C)OC1=CN=CC(=N1)C1=CN=C(S1)C(=O)N1[C@@H](CCC1)C1=NC(=NC=C1)NS(=O)(=O)C1CC1 N-[4-[(2S)-1-[5-(6-ethoxypyrazin-2-yl)-1,3-thiazole-2-carbonyl]pyrrolidin-2-yl]pyrimidin-2-yl]cyclopropanesulfonamide